OC=1C=C2C[C@@H](C(=CC2=CC1)C=O)C (S)-6-hydroxy-3-methyl-3,4-dihydronaphthalene-2-carbaldehyde